C(C)OC(C(CC=C)NC(=O)OC(C)(C)C)=O 2-(tert-Butoxycarbonylamino)pent-4-enoic acid ethyl ester